NC=1N=C(C(=C2C=C(N=CC12)NC(=O)[C@H]1[C@@H](C1)CC#N)C)C=1C=NC=CC1C trans-N-(8-amino-5-methyl-6-(4-methylpyridin-3-yl)-2,7-naphthyridin-3-yl)-2-(cyanomethyl)cyclopropanecarboxamide